2,3-dimethylbenzenethiol CC1=C(C=CC=C1C)S